phenylpentanylethynyl-phthalic anhydride C1(=CC=CC=C1)CCCCCC=1C(=C2C(C(=O)OC2=O)=CC1)C#C